FC(C1=CC(=NC=C1F)C#N)F 4-(difluoromethyl)-5-fluoropicolinonitrile